C1(=CC=CC=2C3=CC=CC=C3C3=CC=CC=C3C12)C=1C=C(C=CC1)C1=CC=CC=C1 3-(1-triphenylenyl)biphenyl